(R)-N-((S)-6-bromo-3,4-dihydro-2H-pyrano[2,3-b]pyridin-4-yl)-2-methylpropane-2-sulfinamide BrC=1C=C2C(=NC1)OCC[C@@H]2N[S@](=O)C(C)(C)C